BrC1=C(N(N=C1)C)C=1C=C(C=CC1OC)NC(=O)NC1=C(C=C(C=C1)Cl)N(C)CCCN(C)C 1-[3-(4-Bromo-2-methyl-2H-pyrazol-3-yl)-4-methoxyphenyl]-3-{4-chloro-2-[(3-dimethylamino-propyl)-methyl-amino]-phenyl}-urea